FC(C=1C(=C(C=CC1)[C@@H](C)NC(=O)C1=CN(C(C=C1NC1CCN(CC1)C1(CC1)C)=O)C1(CC1)C(F)F)F)F (R)-N-(1-(3-(difluoromethyl)-2-fluorophenyl)ethyl)-1-(1-(difluoromethyl)cyclopropyl)-4-((1-(1-methylcyclopropyl)piperidin-4-yl)amino)-6-oxo-1,6-dihydropyridine-3-carboxamide